1-(2,6-difluorophenyl)-N-[(6S)-2,4-dimethyl-5-oxo-7,8-dihydro-6H-pyrazolo[1,5-a][1,3]diazepin-6-yl]pyrazolo[3,4-d]pyrimidine-6-carboxamide FC1=C(C(=CC=C1)F)N1N=CC=2C1=NC(=NC2)C(=O)N[C@@H]2C(N(C=1N(CC2)N=C(C1)C)C)=O